3'-((1,3-dimethyl-1H-pyrazolo[4,3-b]pyridin-6-yl)oxy)-3-ethyl-N-(1-methylpiperidin-4-yl)-[1,1'-biphenyl]-4-carboxamide CN1N=C(C2=NC=C(C=C21)OC=2C=C(C=CC2)C2=CC(=C(C=C2)C(=O)NC2CCN(CC2)C)CC)C